pyrido[4,3-d]pyrimidinone N1C(N=CC2=C1C=CN=C2)=O